(1S,3s)-1-(methoxymethyl)-3-(3-(6-(1-methyl-1H-pyrazol-4-yl)pyrrolo[1,2-b]pyridazin-4-yl)-3,8-diazabicyclo[3.2.1]oct-8-yl)cyclobutane-1-carbonitrile COCC1(CC(C1)N1[C@@H]2CN(CC1CC2)C=2C=1N(N=CC2)C=C(C1)C=1C=NN(C1)C)C#N